ClC=1C(=C(CN2[C@@H](C[C@@](CC2)(C(=O)O)CC=2N=C(N=NC2F)NC2=NNC(=C2)C)C)C=CC1)F (2R,4R)-1-(3-chloro-2-fluorobenzyl)-4-((6-fluoro-3-((5-methyl-1H-pyrazol-3-yl)amino)-1,2,4-triazin-5-yl)methyl)-2-methylpiperidine-4-carboxylic acid